N-(2-hydroxypropyl)ethanesulfonamide OC(CNS(=O)(=O)CC)C